2,3-dichloro-4-nitropyrimidine ClC1N=CC=C(N1Cl)[N+](=O)[O-]